C(C)(=O)C1=NN(C2=C(C=C(C=C12)Br)C)CC(=O)OC(C)(C)C tert-Butyl 2-(3-acetyl-5-bromo-7-methyl-1H-indazol-1-yl)acetate